2-(1-bromo-3-(2-((S)-2-methylazetidin-1-yl)-6-(trifluoromethyl)pyrimidin-4-yl)-3-azabicyclo[3.1.0]hexane-6-yl)acetic acid BrC12CN(CC2C1CC(=O)O)C1=NC(=NC(=C1)C(F)(F)F)N1[C@H](CC1)C